tert-butyl 2-((2S,3R)-3-hydroxy-1-((4-methoxybenzyl)amino)-1-oxobutan-2-yl)-1,6-dimethyl-3-oxo-2,5-diazaspiro[3.4]octane-5-carboxylate O[C@@H]([C@@H](C(=O)NCC1=CC=C(C=C1)OC)N1C(C2(C1=O)N(C(CC2)C)C(=O)OC(C)(C)C)C)C